OC1=CC=C(C=C1)C(CC)(CC)C1=CC=C(C=C1)O 3,3-Bis-(4-hydroxyphenyl)-pentane